CC(CCCCCCCC)CCCC(CCCCCCCCCCCCCC)C 9,13-Dimethylheptacosane